C(C)(C)(C)OC(=O)N1[C@@H](C[C@H](C1)OC1=CC=C(C=C1)C)C(=O)O (2S,4R)-1-tert-butoxycarbonyl-4-(4-methylphenoxy)pyrrolidine-2-carboxylic acid